N-{8-(4-chlorophenoxy)-2-(3,3-difluoroazetidin-1-yl)-5,6,7,8-tetrahydroquinolin-5-yl}acrylamide ClC1=CC=C(OC2CCC(C=3C=CC(=NC23)N2CC(C2)(F)F)NC(C=C)=O)C=C1